FC=1C=C(C=CC1)NC1=NC=CC2=CC(=C(C=C12)NC(CCCN1CCCCC1)=O)OC N-(1-((3-fluorophenyl)amino)-6-methoxyisoquinolin-7-yl)-4-(piperidin-1-yl)butanamide